N-{4-[(2-pyrido[2,3-d]pyrimidin-4-yl-2,7-diazaspiro[3.5]non-7-yl)methyl]phenyl}methanesulfonamide N1=CN=C(C2=C1N=CC=C2)N2CC1(C2)CCN(CC1)CC1=CC=C(C=C1)NS(=O)(=O)C